C(CCCCC)OC(C(OCCCCCC)CO)CCCCCCCCCC 1,2-di-O-hexyldecyl-rac-glycerol